3-(5-methyl-1,3-thiazol-2-yl)-5-{[(3S)-5-oxomorpholin-3-yl]methoxy}benzoic acid CC1=CN=C(S1)C=1C=C(C(=O)O)C=C(C1)OC[C@H]1NC(COC1)=O